3-(phenylamino)-4-thiomorpholinocyclobut-3-ene-1,2-dione C1(=CC=CC=C1)NC=1C(C(C1N1CCSCC1)=O)=O